6-(3,5-difluoroanilino)-N-(1,1-dioxothian-4-yl)-3-methoxy-pyridine-2-carboxamide FC=1C=C(NC2=CC=C(C(=N2)C(=O)NC2CCS(CC2)(=O)=O)OC)C=C(C1)F